CN1N=C(C=C1)[C@@H]1[C@H](C1)C(=O)O (1S,2S)-2-(1-methyl-1H-pyrazol-3-yl)cyclopropane-1-carboxylic acid